FC(C=O)(F)F α,α,α-trifluoroacetaldehyde